FC=1C=C(C#N)C=C(C1)[C@@H]1CC=NN1C(=O)N1CCN(CC1)C1=NC=C(C(=N1)C=1C(=NNC1C)CO)F (S)-3-fluoro-5-(1-(4-(5-fluoro-4-(3-(hydroxymethyl)-5-methyl-1H-pyrazol-4-yl)pyrimidin-2-yl)piperazine-1-carbonyl)-4,5-dihydro-1H-pyrazol-5-yl)benzonitrile